FC1=C(C(=C(C(=C1F)F)F)F)[B-](C1=C(C(=C(C(=C1F)F)F)F)F)(C1=C(C(=C(C(=C1F)F)F)F)F)C1=C(C(=C(C(=C1F)F)F)F)F.C(CCCCCCCCCCCCCCCCC)[NH2+]C1=CC=CC=C1 octadecylanilinium [tetrakis(perfluorophenyl)borate]